(4-((5-cyano-2-((1-ethyl-3-methyl-1H-pyrazol-5-yl)carbamoyl)-1H-benzo[d]imidazole-1-yl)methyl)phenyl)phosphonic acid diethyl ester C(C)OP(OCC)(=O)C1=CC=C(C=C1)CN1C(=NC2=C1C=CC(=C2)C#N)C(NC2=CC(=NN2CC)C)=O